C(C1=CC=CC=C1)OC(=O)N1CC2(CC2)[C@@H](C1)NC1=NC(=C(C=C1)C=1N=C(N(C1)C)C(C)(C)O)C (S)-7-((5-(2-(2-hydroxypropan-2-yl)-1-methyl-1H-imidazol-4-yl)-6-methylpyridin-2-yl)amino)-5-azaspiro[2.4]heptane-5-carboxylic acid benzyl ester